OC1(CCCC1)CNCC1=CC=C2CNC(C2=C1)=O 6-({[(1-hydroxycyclopentyl)methyl]amino}methyl)-3H-isoindol-1-one